N-(3-chloro-5-(methylsulfonyl)phenyl)-8-fluoroindolizine-2-carboxamide ClC=1C=C(C=C(C1)S(=O)(=O)C)NC(=O)C=1C=C2C(=CC=CN2C1)F